(3S)-3-[5-[4-[(7-fluoro-2-azaspiro[3.5]nonan-7-yl)methyl]piperazin-1-yl]-1-oxo-isoindolin-2-yl]piperidine-2,6-dione FC1(CCC2(CNC2)CC1)CN1CCN(CC1)C=1C=C2CN(C(C2=CC1)=O)[C@@H]1C(NC(CC1)=O)=O